NC1=NC=C(C2=C1C(=NN2[C@@H]2CN(CC2)C(C=C)=O)C#CC2=CC(=CC(=C2)OC)OC)Cl (S)-1-(3-(4-amino-7-chloro-3-((3,5-dimethoxyphenyl)ethynyl)-1H-pyrazolo[4,3-c]pyridin-1-yl)pyrrolidin-1-yl)prop-2-en-1-one